benzothiazol-1-yloxy-tris(dimethylamino)phosphonium S1(C=NC2=C1C=CC=C2)O[P+](N(C)C)(N(C)C)N(C)C